CN1CCN(CC1)C1=C(C=C(C=C1)NC=1N=C(C2=C(N1)C=CS2)N2N=CCC2C2=CC=CC=C2)C(F)(F)F N-(4-(4-methylpiperazin-1-yl)-3-(trifluoromethyl)phenyl)-4-(5-phenyl-4,5-dihydro-1H-pyrazol-1-yl)thieno[3,2-d]pyrimidin-2-amine